(R)-N-(1-((6-(2-Chloro-3-(3-chloro-2-(3-methoxy-4-((((5-oxopyrrolidin-2-yl)methyl)amino)methyl)phenyl)pyridin-4-yl)phenyl)-2-methoxypyridin-3-yl)methyl)piperidin-4-yl)acetamide ClC1=C(C=CC=C1C1=C(C(=NC=C1)C1=CC(=C(C=C1)CNC[C@@H]1NC(CC1)=O)OC)Cl)C1=CC=C(C(=N1)OC)CN1CCC(CC1)NC(C)=O